C1(CC1)C=1N=C2N(C=CC(=C2)OC)C1 cyclopropyl-7-methoxyimidazo[1,2-a]pyridine